3-(4-((2,4-dimethoxybenzyl)amino)-2-(pyridin-2-ylmethyl)-2H-[1,2,3]triazolo[4,5-e]pyridin-6-yl)benzonitrile COC1=C(CNN2C=C(C=C3C2=NN(N3)CC3=NC=CC=C3)C=3C=C(C#N)C=CC3)C=CC(=C1)OC